racemic-8-(8-fluoro-6-methyl-2,6-diazaspiro[3.4]octan-2-yl)-6-methyl-N-(1-(methylsulfonyl)piperidin-4-yl)pyrido[3,4-d]pyrimidin-2-amine F[C@H]1CN(CC12CN(C2)C2=NC(=CC1=C2N=C(N=C1)NC1CCN(CC1)S(=O)(=O)C)C)C |r|